hexanitrosoiridium N(=O)[Ir](N=O)(N=O)(N=O)(N=O)N=O